7-((5-(4-(2-((3r,5r,7r)-adamantan-1-yl)ethyl)-1H-1,2,3-triazol-1-yl)pentyl)oxy)-N-((R)-1-(3-bromophenyl)ethyl)-6-methoxy-2-methylquinazolin-4-amine C12(CC3CC(CC(C1)C3)C2)CCC=2N=NN(C2)CCCCCOC2=C(C=C3C(=NC(=NC3=C2)C)N[C@H](C)C2=CC(=CC=C2)Br)OC